ClCC(=O)[O-].[K+] potassium chloroacetate